3-benzyl-4-(2-(4-methylpiperazin-1-yl)ethoxy)benzoic acid methyl ester COC(C1=CC(=C(C=C1)OCCN1CCN(CC1)C)CC1=CC=CC=C1)=O